FC=1C(=NN2C1C=C(C=C2)OC2=NC=CC=C2OCC(F)(F)F)C(=O)NC2(CS(C2)(=O)=O)C 3-Fluoro-N-(3-methyl-1,1-dioxidothietan-3-yl)-5-((3-(2,2,2-trifluoroethoxy)pyridin-2-yl)oxy)pyrazolo[1,5-a]pyridine-2-carboxamide